(S)-3-(2-oxo-2-((1,1,1-trifluoroprop-2-yl)amino)acetyl)-5,6,7,8-tetrahydroindolizine-1-carboxylic acid O=C(C(=O)C1=CC(=C2CCCCN12)C(=O)O)N[C@H](C(F)(F)F)C